NC1=CC=C(C=C1)OC1=CC=C(C=C1)N di(4-aminophenyl) ether